tert-butyl 4-(2-amino-4-bromo-phenyl)-3,6-dihydro-2H-pyridine-1-carboxylate NC1=C(C=CC(=C1)Br)C=1CCN(CC1)C(=O)OC(C)(C)C